4-(2,6-dichlorobenzamido)-N-(1-(5-(1-(4-((2-(2,6-dioxopiperidin-3-yl)-1,3-dioxoisoindolin-4-yl)oxy)butyl)-1H-1,2,3-triazol-4-yl)pentyl)piperidin-4-yl)-1H-pyrazole ClC1=C(C(=O)NC=2C=NN(C2)C2CCN(CC2)CCCCCC=2N=NN(C2)CCCCOC2=C3C(N(C(C3=CC=C2)=O)C2C(NC(CC2)=O)=O)=O)C(=CC=C1)Cl